1-Stearoyl-Sn-glycero-3-phosphorylcholine C(CCCCCCCCCCCCCCCCC)(=O)OC[C@@H](O)COP(=O)(O)OCC[N+](C)(C)C